C1(=CC(=CC=C1)C[C@@H]1N(CC[C@@H]1NS(=O)(=O)C)C(=O)OC1CCC1)C1=CC=CC=C1 cyclobutyl cis-2-(biphenyl-3-ylmethyl)-3-((methylsulfonyl)amino)pyrrolidine-1-carboxylate